tert-butyl (S)-((11-cyclopropyl-4-ethyl-8-fluoro-4-hydroxy-3,6,14-tricarbonyl-3,4,6,11,12,14-hexahydro-1H-pyrano[3',4':6,7]indolizino[2,1-b]quinolin-9-yl)methyl)(isopropyl)carbamate C1(CC1)N1C2=C(C(C3=CC(=C(C=C13)CN(C(OC(C)(C)C)=O)C(C)C)F)=C=O)C1=CC3=C(C(N1C2)=C=O)COC([C@]3(O)CC)=C=O